2-methoxyquinazolin COC1=NC2=CC=CC=C2C=N1